CS(=O)(=O)C1=NC=C(C=N1)CCCCCC(=O)N 6-(2-(methylsulfonyl)pyrimidin-5-yl)hexanamide